ClC=1C=C(C=CC1C)C(=O)[C@H]1[C@H]([C@H]2[C@H](OC(O2)(C)C)O1)O (3-Chloro-4-methylphenyl)((3as,5r,6s,6as)-6-hydroxy-2,2-dimethyltetrahydrofurano[2,3-d][1,3]dioxol-5-yl)methanone